N-tert-Butoxycarbonyl-7-fluoro-2-(4-fluorophenyl)-2,3-dihydro-quinolin-4-one-5-carboxylic acid tert-butyl ester C(C)(C)(C)OC(=O)C=1C=2C(CC(N(C2C=C(C1)F)C(=O)OC(C)(C)C)C1=CC=C(C=C1)F)=O